C(C)(C)(C)OC(=O)N1[C@@H]([C@H](C1)CS(=O)(=O)C)C |r| Trans-rac-(2r,3s)-2-methyl-3-((methylsulfonyl)methyl)azetidine-1-carboxylic acid tert-butyl ester